N-(7-methoxy-4-(1-methyl-4-phenyl-1H-pyrazol-3-yl)pyrido[3,2-d]pyrimidin-6-yl)cyclopropanecarboxamide COC1=CC=2N=CN=C(C2N=C1NC(=O)C1CC1)C1=NN(C=C1C1=CC=CC=C1)C